biscyclopentadienyl-bis(2,4,6-trifluorobenzene-1-yl)titanium C1(C=CC=C1)[Ti](C1=C(C=C(C=C1F)F)F)(C1=C(C=C(C=C1F)F)F)C1C=CC=C1